7-bromo-N-(3-chloro-4-fluorophenyl)-5-[(1S)-1-(pyrimidin-2-yl)-ethoxy]quinazolin-4-amine BrC1=CC(=C2C(=NC=NC2=C1)NC1=CC(=C(C=C1)F)Cl)O[C@@H](C)C1=NC=CC=N1